BrC1=CC2=C(OC(CO2)C=2NCCN2)C=C1Br 2-(6,7-dibromo-2,3-dihydrobenzo[b][1,4]dioxin-2-yl)-4,5-dihydro-1H-imidazole